C(C)OCCOC(=O)NCC1=C(N=NN1C)C1=CC=C(C(=N1)C)O[C@@H]1C[C@H](CCC1)C(=O)O (1S,3S)-3-((6-(5-((((2-ethoxyethoxy)carbonyl)amino)methyl)-1-methyl-1H-1,2,3-triazol-4-yl)-2-methyl-pyridin-3-yl)oxy)cyclohexane-1-carboxylic acid